3-((3-hydroxy-2-(1-methyl-1H-imidazol-2-yl)pyridin-4-yl)amino)-4-((2,6,6-trimethyl-4,5,6,7-tetrahydrobenzofuran-7-yl)amino)cyclobut-3-ene-1,2-dione OC=1C(=NC=CC1NC=1C(C(C1NC1C(CCC=2C=C(OC21)C)(C)C)=O)=O)C=2N(C=CN2)C